(S)-N'-(4-(benzylthio)phenyl)-3-phenylpropane-1,2-diamine C(C1=CC=CC=C1)SC1=CC=C(C=C1)N[C@H](CN)CC1=CC=CC=C1